(4-fluorophenyl)-1H-1,2,4-triazole-1-ethanol FC1=CC=C(C=C1)C1=NN(C=N1)CCO